ClC1=CC(=NC=C1)C(=O)NC=1C=CC(=C2C=CC=NC12)Cl 4-chloro-N-(5-chloroquinolin-8-yl)picolinamide